((4-(6-((2-methylquinolin-6-yl) methoxy) pyridin-2-yl) piperidin-1-yl) methyl)-1-(oxetan-2-ylmethyl)-1H-benzo[d]imidazole-6-carboxylate CC1=NC2=CC=C(C=C2C=C1)COC1=CC=CC(=N1)C1CCN(CC1)COC(=O)C=1C=CC2=C(N(C=N2)CC2OCC2)C1